Benzyl ((3-(6-amino-5-((2-amino-3-chloropyridin-4-yl)thio)pyrazin-2-yl)-7-(4-methylthiazol-2-yl)-3-azabicyclo[4.1.0]heptan-7-yl)methyl)carbamate NC1=C(N=CC(=N1)N1CC2C(C2CC1)(C=1SC=C(N1)C)CNC(OCC1=CC=CC=C1)=O)SC1=C(C(=NC=C1)N)Cl